3-[6-Amino-8-(6-iodo-benzo[1,3]dioxol-5-ylsulfanyl)-purin-9-yl]-N-tert-butyl-propionamide NC1=C2N=C(N(C2=NC=N1)CCC(=O)NC(C)(C)C)SC1=CC2=C(OCO2)C=C1I